1'-(6-bromo-1,2,4-triazin-3-yl)-5,7-dihydrospiro[cyclopenta[b]pyridin-6,4'-piperidin]-5-amine BrC1=CN=C(N=N1)N1CCC2(CC1)C(C=1C(=NC=CC1)C2)N